C(C)NS(=O)(=O)C1=CC=CC=C1 N-ethyl-benzenesulfonamide